ClC=1C(=NN2C1C(NC[C@H]2C)=O)B2OC(C(O2)(C)C)(C)C (7R)-3-chloro-7-methyl-2-(4,4,5,5-tetramethyl-1,3,2-dioxaborolan-2-yl)-5H,6H,7H-pyrazolo[1,5-a]pyrazin-4-one